ClC=1C=C(C=CC1)CCN1C[C@H](NCC1)COC1=CC=C(C=C1)[C@@H](C)S(=O)(=O)C (3S)-1-[2-(3-chlorophenyl)ethyl]-3-({4-[(1R)-1-methanesulfonylethyl]phenoxy}methyl)piperazine